2-{[(2R)-1,4-dioxan-2-yl]methyl}-8-(trifluoromethyl)-4,5-dihydro-2H-furo[2,3-g]indazole-7-carboxylic acid O1[C@@H](COCC1)CN1N=C2C3=C(CCC2=C1)OC(=C3C(F)(F)F)C(=O)O